Cl.NC(C(=O)N1CCN(CC1)C(=O)NC1=NC(N(C=C1)C1=CC=C(C=C1)OCC(C)N1C[C@@H](CC1)CN)=O)(C)C 4-(2-Amino-2-methylpropanoyl)-N-(1-(4-(2-((S)-3-(aminomethyl)pyrrolidin-1-yl)propoxy)phenyl)-2-oxo-1,2-dihydropyrimidin-4-yl)piperazine-1-carboxamide hydrochloride salt